1-amino-3,3-difluorocyclobutane-1-carboxamide NC1(CC(C1)(F)F)C(=O)N